C(C)OC(=O)C=1C(=NC(=NC1Cl)C(C)C)Cl 4,6-dichloro-2-isopropyl-pyrimidine-5-carboxylic acid ethyl ester